(2S,4R)-4-((tert-butyldimethylsilyl)oxy)-1-((S)-2-hydroxy-3,3-dimethylbutanoyl)-N-(4-(4-methylthiazol-5-yl)benzyl)pyrrolidine-2-carboxamide [Si](C)(C)(C(C)(C)C)O[C@@H]1C[C@H](N(C1)C([C@H](C(C)(C)C)O)=O)C(=O)NCC1=CC=C(C=C1)C1=C(N=CS1)C